C(C)(C)(C)OC(=O)NC=1N=C(N(C1)C)C(=O)NC=1N=C(N(C1)C)C(=O)NCCC(=O)OC methyl 3-[(4-[4-[(tert-butoxycarbonyl)amino]-1-methylimidazole-2-amido]-1-methylimidazol-2-yl)formamido]propanoate